P(O)(=O)(OP(=O)(O)OP(=O)(O)O)OC[C@@H]1[C@](C[C@@H](O1)N1C(=O)NC(N)(C(=C1)C)N=[N+]=[N-])(O)ON 3'-aminoxy 4-azido-5-methyl-2'-deoxycytidine-5'-triphosphate